OC1C2=C(SC1)C=C(C=C2)C(=O)O 2,3-dihydro-3-hydroxy-benzo[b]thiophene-6-carboxylic acid